BrC=1C=NN(C1)CF 4-bromo-1-(fluoromethyl)-1H-pyrazole